rac-benzyl ((2S,3S,4R)-2-cyclopropyl-7-fluoro-3-methyl-1,2,3,4-tetrahydroquinolin-4-yl)carbamate C1(CC1)[C@@H]1NC2=CC(=CC=C2[C@@H]([C@H]1C)NC(OCC1=CC=CC=C1)=O)F |r|